COC1=CC(=NC=C1)C#CC1=CC=CC=C1 4-methoxy-2-(phenylethynyl)pyridine